bisBocdiethylenetriamine C(=O)(OC(C)(C)C)N(CCNCCN)C(=O)OC(C)(C)C